FC1=C(C=C(C(=C1)C)SCC(F)(F)F)N(C=1SCC(N1)=O)CC(F)(F)F 2-[{2-fluoro-4-methyl-5-[(2,2,2-trifluoroethyl)sulfanyl]Phenyl}(2,2,2-trifluoroethyl)amino]1,3-Thiazol-4(5H)-one